FC1=C(C(=O)O)C(=CC(=C1)CC(C)O)F 2,6-difluoro-4-(2-hydroxypropyl)benzoic acid